COC1=NC=C(C2=C1N=C(S2)NC(=O)N2CCC(CC2)(O)CF)C2CCOCC2 4-Fluoromethyl-4-hydroxy-piperidine-1-carboxylic acid [4-methoxy-7-(tetrahydro-pyran-4-yl)-thiazolo[4,5-c]pyridin-2-yl]-amide